[CH2-]C(C)=NNC(=O)N acetonide semicarbazone